C(C)(=O)NC1=CC=C(C=C1)NC(C)=O N,N'-di-acetyl-1,4-phenylenediamine